C1N(CC2=CC=CC=C12)C(=O)[C@@H]1N(CC(C1)=O)C(=O)OC(C)(C)C tert-butyl (R)-2-(isoindoline-2-carbonyl)-4-oxopyrrolidine-1-carboxylate